N-(4-methoxyphenyl)octanamide COC1=CC=C(C=C1)NC(CCCCCCC)=O